bis(trifluoro-2,4-pentanedione) copper (II) phthalate monobutyl-copper (II) salt C(CCC)[Cu+].C(C=1C(C(=O)[O-])=CC=CC1)(=O)[O-].[Cu+2].FC(C(CC(C)=O)=O)(F)F.FC(C(CC(C)=O)=O)(F)F